4-(3-((2-((2-chloro-4-(4-methylpiperazin-1-yl)phenyl)amino)-5-(trifluoromethyl)pyrimidin-4-yl)amino)propyl)-1,4-oxazepan-5-one ClC1=C(C=CC(=C1)N1CCN(CC1)C)NC1=NC=C(C(=N1)NCCCN1CCOCCC1=O)C(F)(F)F